C1C=CC=C2C3=CC=4C=C5C=CC(=NC5=CC4C12CCN3)N 5,12b-(epiminoethano)naphtho[2,1-g]quinolin-10-amine